3,5-diethynyl-2-hydroxybenzoic acid C(#C)C=1C(=C(C(=O)O)C=C(C1)C#C)O